3-(((5-fluoro-2-(trifluoromethyl)quinolin-4-yl)amino)methyl)-3-(5-fluoropyridin-2-yl)azetidine-1-carboxamide FC1=C2C(=CC(=NC2=CC=C1)C(F)(F)F)NCC1(CN(C1)C(=O)N)C1=NC=C(C=C1)F